tridecylammonium (pentafluorophenyl)borate FC1=C(C(=C(C(=C1OB([O-])[O-])F)F)F)F.C(CCCCCCCCCCCC)[NH3+].C(CCCCCCCCCCCC)[NH3+]